2-(4-fluorophenyl)-N-{4-[5-methyl-3-(5-methyl-2-thienyl)-4-oxo-4,5-dihydro-1H-pyrrolo[3,2-c]pyridin-2-yl]pyridin-2-yl}propanamide FC1=CC=C(C=C1)C(C(=O)NC1=NC=CC(=C1)C1=C(C=2C(N(C=CC2N1)C)=O)C=1SC(=CC1)C)C